C(C)(=O)OCC(COC(C)=O)(O)C#C 2-ethynyl-2-hydroxypropane-1,3-diyl diacetate